CC=1C=C2C(=NC(=NC2=CC1)C(F)(F)F)SC1=CC=C(C=C1)[N+](=O)[O-] 6-methyl-4-((4-nitrophenyl)thio)-2-(trifluoromethyl)quinazoline